C12(CC(C1)C2)C(=O)N2[C@H]([C@H](CC2)NS(=O)(=O)C)CC2=NC(=CC=C2)C2=CC(=CC=C2)F N-(cis-1-(bicyclo[1.1.1]pent-1-ylcarbonyl)-2-((6-(3-fluorophenyl)pyridin-2-yl)methyl)pyrrolidin-3-yl)methanesulfonamide